2-{6-[3-(difluoromethyl)-1-piperazinyl]-5-methoxy-3-pyridylamino}-4-(6,7-difluoro-3-quinolylamino)pyrimidine FC(C1CN(CCN1)C1=C(C=C(C=N1)NC1=NC=CC(=N1)NC=1C=NC2=CC(=C(C=C2C1)F)F)OC)F